2,8,9,10-tetrahydro-1H-2,4,8,10a-tetraazanaphtho[2,1,8-cde]azulene C1NC2=C3C4=C(NCCN13)C=CC=C4N=C2